2-(furan-2-ylmethoxy)ethanethiol O1C(=CC=C1)COCCS